3-(3-fluoro-4-(methoxymethoxy)phenyl)-1-(2-hydroxy-4,6-bis(methoxymethoxy)phenyl)prop-2-en-1-one FC=1C=C(C=CC1OCOC)C=CC(=O)C1=C(C=C(C=C1OCOC)OCOC)O